CC1(C=CC(C=C1)=NO)C1=CC=C(C=C1)OC 4-methyl-4-p-methoxyphenyl-2,5-cyclohexadienone oxime